methyl 2-oximinoacetate N(O)=CC(=O)OC